[3-[2-[3-[(3S)-3-benzyloxybutoxy]propyl]triazol-4-yl]-1-tetrahydropyran-2-yl-indazol-5-yl]oxy-tert-butyl-dimethyl-silane C(C1=CC=CC=C1)O[C@H](CCOCCCN1N=CC(=N1)C1=NN(C2=CC=C(C=C12)O[Si](C)(C)C(C)(C)C)C1OCCCC1)C